BrC1=CC=C(S1)C(=O)NC1CC(CCC1)N1C(=NC2=C1C=CC(=C2)C(=O)NC)C2=CC=CC=C2 1-(3-(5-bromothiophene-2-carboxamido)cyclohexyl)-N-methyl-2-phenyl-1H-benzo[d]Imidazole-5-Formamide